CN(C)C[C@H]1COCC[C@@H]1C=1C=C(C=CC1)O 3-[(3S,4S)-3-(dimethylaminomethyl)tetrahydropyran-4-yl]phenol